5-((4-(tert-butoxycarbonyl)piperazin-1-yl)methyl)-1H-pyrazole-3-carboxylic acid C(C)(C)(C)OC(=O)N1CCN(CC1)CC1=CC(=NN1)C(=O)O